2-(4-((2-acrylamidothiazol-5-yl)methyl)-3-methylpiperazine-1-yl)-N-phenylacetamide C(C=C)(=O)NC=1SC(=CN1)CN1C(CN(CC1)CC(=O)NC1=CC=CC=C1)C